2,6-Binaphthol C=1(C(=CC=C2C=CC=CC12)C=1C=C2C=CC=CC2=CC1)O